ClC1=CC=C(C=C1)N(C(=O)C1=C(N=C(O1)C1=CC=C(C=C1)C)C)C N-(4-chlorophenyl)-N,4-dimethyl-2-(p-tolyl)oxazole-5-carboxamide